S1C(=CC=C1)C(=O)N(CCCCCNC(OC(C)(C)C)=O)CC=1SC=CC1 tert-butyl {5-[(2-thienylcarbonyl)(2-thienylmethyl)amino]pentyl}carbamate